FC1=C(C=C(C=C1)N1C(C2=CC=CC(=C2C1)C(F)(F)F)=O)C(CC(=O)NNC(=S)NC)C 1-[3-[2-fluoro-5-[1-oxo-4-(trifluoromethyl)isoindolin-2-yl]phenyl]butanoylamino]-3-methyl-thiourea